Succinimidyl-Glutaraldehyde C1(CCC(N1C(C=O)CCC=O)=O)=O